2-(2,4-dichlorophenoxy)-propionic acid ClC1=C(OC(C(=O)O)C)C=CC(=C1)Cl